NC=1C(=NN(C1)C1CCNCC1)C(F)F 4-(4-amino-3-(difluoromethyl)-1H-pyrazol-1-yl)piperidine